C(CCCC)OC(OCN1C(CCC2=CC=C(C=C12)OCCCCN1CCN(CC1)C1=CC=CC=2SC=CC21)=O)=O Carbonic acid 7-[4-(4-benzo[b]thiophen-4-ylpiperazin-1-yl)butoxy]-2-oxo-3,4-dihydro-2H-quinolin-1-ylmethyl ester pentyl ester